2-ethoxy(2-ethoxy)ethanol C(C)OCC(O)OCC